9H-pyrido[2',3':4,5]pyrrolo[2,3-d]pyrimidine-7-carboxylic acid methyl ester COC(=O)C1=CC2=C(C3=C(N=CN=C3)N2)N=C1